COC1=NC2=CC=C(C=C2C=C1)C1=CN=CC(=N1)N1CC2(CN(C2)C(=O)OC(C)(C)C)C1 tert-butyl 6-[6-(2-methoxy-6-quinolyl)pyrazin-2-yl]-2,6-diazaspiro[3.3]heptane-2-carboxylate